O=C(CCCCCCCCCCNC(=O)CCC(C(=O)O)N1CCN(CCN(CCN(CC1)CC(=O)O)CC(=O)O)CC(=O)O)OC1=C(C(=CC(=C1F)F)F)F 4-{[11-oxo-11-(2,3,5,6-tetrafluorophenoxy)undecyl]carbamoyl}-2-[4,7,10-tris(carboxymethyl)-1,4,7,10-tetraazacyclododec-1-yl]butanoic acid